2-(4-bromophenyl)pyrrole-1-carboxylic acid benzyl ester C(C1=CC=CC=C1)OC(=O)N1C(=CC=C1)C1=CC=C(C=C1)Br